N-(4-chlorobenzo[b]thiophene-5-yl)-2-(5-ethyl-6-(4-(5-hydroxy-6-methylpyrimidine-4-carbonyl)piperazin-1-yl)-7-oxo-2-phenyl-[1,2,4]triazolo[1,5-a]pyrimidin-4(7H)-yl)acetamide ClC1=C(C=CC=2SC=CC21)NC(CN2C=1N(C(C(=C2CC)N2CCN(CC2)C(=O)C2=NC=NC(=C2O)C)=O)N=C(N1)C1=CC=CC=C1)=O